FC=1C=C2C(=NNC2=CC1OCCOC)C1=CC(=NO1)C=1C=CC=NC1 5-{5-[5-Fluoro-6-(2-methoxyethoxy)-1H-indazol-3-yl]-isoxazol-3-yl}-pyridin